C(C)(C)=O Isopropanal